(R)-Tetrahydrofuran-3-yl (8-amino-7-fluoro-6-(3-fluoro-8-methyl-2,3-dihydro-1H-pyrido[2,3-b][1,4]oxazin-7-yl)isoquinolin-3-yl)carbamate NC=1C(=C(C=C2C=C(N=CC12)NC(O[C@H]1COCC1)=O)C1=C(C2=C(OC(CN2)F)N=C1)C)F